N-[9-[(2R,6S)-6-[[bis(4-methoxyphenyl)-phenyl-methoxy]methyl]-6-(triisopropylsilyl-oxymethyl)-1,4-dioxan-2-yl]-6-oxo-1H-purin-2-yl]-2-methyl-propanamide COC1=CC=C(C=C1)C(OC[C@@]1(COC[C@@H](O1)N1C=2N=C(NC(C2N=C1)=O)NC(C(C)C)=O)CO[Si](C(C)C)(C(C)C)C(C)C)(C1=CC=CC=C1)C1=CC=C(C=C1)OC